3-[(5-chloro-1H-indol-2-yl)methyl]-1-[1-(1-methanesulfonylazetidine-3-carbonyl)piperidin-3-yl]-1-methylurea ClC=1C=C2C=C(NC2=CC1)CNC(N(C)C1CN(CCC1)C(=O)C1CN(C1)S(=O)(=O)C)=O